C12C(C3CC(CC(C1)C3)C2)C(\C=C\NC2=CC=C(C=C2)C)=O (E)-1-((1r,3r,5r,7r)-adamantan-2-yl)-3-(p-tolylamino)prop-2-en-1-one